cerium Zirconium [Zr].[Ce]